CC1=C(C=CC=C1)C1=CC=CC=C1 2'-methyl-biphenyl